8-(difluoromethyl)-1,4-dioxaspiro[4.5]decane FC(C1CCC2(OCCO2)CC1)F